C(C)N1C[C@H]([C@@H](CC1)F)OC=1C=C2CN(C(C2=CC1)=O)C1C(NC(CC1)=O)=O 3-(5-(((3R,4R)-1-ethyl-4-fluoropiperidin-3-yl)oxy)-1-oxoisoindolin-2-yl)piperidine-2,6-dione